vinyl-1H-indole-2-carboxylic acid C(=C)N1C(=CC2=CC=CC=C12)C(=O)O